N-((1S,2R)-2-((4-cyclopropyl-2-(methylcarbamoyl)-6-nitrophenyl)amino)cyclohexyl)-6-methoxy-2-oxo-1,2-dihydroquinoline-4-carboxamide C1(CC1)C1=CC(=C(C(=C1)[N+](=O)[O-])N[C@H]1[C@H](CCCC1)NC(=O)C1=CC(NC2=CC=C(C=C12)OC)=O)C(NC)=O